tris(4-(4-aminophenoxy)phenyl)ethane NC1=CC=C(OC2=CC=C(C=C2)C(C)(C2=CC=C(C=C2)OC2=CC=C(C=C2)N)C2=CC=C(C=C2)OC2=CC=C(C=C2)N)C=C1